NC(CC[SiH](OCCCCCCCCCCCC)OCCCCCCCCCCCC)C 3-aminobutyl-(di-dodecyloxysilane)